CS(=O)(=O)C(C(=O)N1C(CCCC1)C=1NC(=CN1)C1=CC=C(C=C1)C)C 2-(methylsulfonyl)-1-(2-(5-(p-tolyl)imidazol-2-yl)piperidin-1-yl)propan-1-one